4-methyl-2-morpholinemethanol CN1CC(OCC1)CO